C(C)N1CCN(CC1)C1CCN(CC1)C1=CC(=C(C=C1)NC1=NC=NC(=C1)N1OCC[C@@H]1C1=CC=CC=C1)OC (R)-N-(4-(4-(4-ethylpiperazin-1-yl)piperidin-1-yl)-2-methoxyphenyl)-6-(3-phenylisoxazolidin-2-yl)pyrimidin-4-amine